benzene-1,3-dicarbonyl chloride C1(=CC(=CC=C1)C(=O)Cl)C(=O)Cl